3-Chloro-5-((6-ethoxy-2-(3-(2-(3-methylmorpholino)ethoxy)phenyl)quinazolin-4-yl)amino)pyridin-2(1H)-one ClC=1C(NC=C(C1)NC1=NC(=NC2=CC=C(C=C12)OCC)C1=CC(=CC=C1)OCCN1C(COCC1)C)=O